C=1N=CN2C1C1=CC=CC=C1[C@H]2[C@@H]2[C@@H](C=1N(CC2)N=CC1C)O (4S,5R)-5-((R)-5H-imidazo[5,1-a]isoindol-5-yl)-3-methyl-4,5,6,7-tetrahydropyrazolo[1,5-a]pyridin-4-ol